2,2,2-trifluoro-1-(2,4-dimethylphenyl)ethanone FC(C(=O)C1=C(C=C(C=C1)C)C)(F)F